(R)-1-(7-(1-(4-fluorobenzyl)piperidin-3-yl)-2-methylpyrazolo[1,5-a]pyrimidin-3-yl)-N-((tetrahydro-2H-pyran-4-yl)methyl)methanamine FC1=CC=C(CN2C[C@@H](CCC2)C2=CC=NC=3N2N=C(C3CNCC3CCOCC3)C)C=C1